IC=1C=C(C=CC1)[C@@H](CC)O (R)-3-iodophenylpropanol